C(#N)C=1N=C2C(=CC(N(C2=CC1)C)=O)N1CC(N(CC1)C(C1=CC=C(C=C1)F)C1=C(C=C(C=C1)F)OC)C(=O)OC Methyl 4-(6-cyano-1-methyl-2-oxo-1,2-dihydro-1,5-naphthyridin-4-yl)-1-((4-fluoro-2-methoxyphenyl)(4-fluorophenyl)methyl)piperazine-2-carboxylate